(5s,7s)-2-(5-bromopyridin-2-yl)-2-azaadamantane-5-carboxylic acid methyl ester COC(=O)C12CC3N(C(CC(C1)C3)C2)C2=NC=C(C=C2)Br